C1(=CC=CC=C1)C=1NC2=CC=CC=C2C1C(C(F)(F)F)=O phenyl-3-trifluoroacetylindole